ClC1=C(C=C(OCC(=O)N[C@@H]2CN[C@H](CC2)C=2OC(=NN2)OCC2C(C2)(F)F)C=C1)F 2-(4-chloro-3-fluorophenoxy)-N-[(3s,6r)-6-{5-[(2,2-difluorocyclopropyl)methoxy]-1,3,4-oxadiazol-2-yl}piperidin-3-yl]acetamide